CC1=NC(=CC(=C1)CNC=1OC2=C(N1)C=CC(=C2)OC\C(\CNC(OC(C)(C)C)=O)=C/F)C tert-butyl (Z)-(2-(((2-(((2,6-dimethylpyridin-4-yl)methyl)amino)benzo[d]oxazol-6-yl)oxy)methyl)-3-fluoroallyl)carbamate